tert-butyl (3S)-3-[[2-[4-[4-[(4R)-4-(benzyloxycarbonylamino)-2-oxo-pyrrolidin-1-yl]phenyl]sulfonylpiperazin-1-yl]-6-chloro-4-pyridyl]-difluoro-methyl]piperidine-1-carboxylate C(C1=CC=CC=C1)OC(=O)N[C@@H]1CC(N(C1)C1=CC=C(C=C1)S(=O)(=O)N1CCN(CC1)C1=NC(=CC(=C1)C([C@@H]1CN(CCC1)C(=O)OC(C)(C)C)(F)F)Cl)=O